[2-(Dimethylamino)-1-(4-hydroxyphenyl)ethyl]-cyclohexanol CN(CC(C1=CC=C(C=C1)O)C1(CCCCC1)O)C